arachidyl triacontanoate C(CCCCCCCCCCCCCCCCCCCCCCCCCCCCC)(=O)OCCCCCCCCCCCCCCCCCCCC